tert-butyl 4-(6-oxo-5-((3-(trifluoromethyl)pyrazin-2-yl)methyl)-5,6-dihydropyrido[3,2-d]pyrimidin-7-yl)piperidine-1-carboxylate O=C1C(=CC=2N=CN=CC2N1CC1=NC=CN=C1C(F)(F)F)C1CCN(CC1)C(=O)OC(C)(C)C